CC=1SC2=C(N1)C=C(C(=C2)C)NC2=NC=C1N(C(N(C1=N2)C2CCOCC2)=O)C 2-((2,6-dimethylbenzo[d]thiazol-5-yl)amino)-7-methyl-9-(tetrahydro-2H-pyran-4-yl)-7,9-Dihydro-8H-purin-8-one